C1(CC1)C1=NN(C2=CC(=CC=C12)COC1=CC=CC(=N1)C1CCNCC1)C 4-(6-((3-cyclopropyl-1-methyl-1H-indazol-6-yl)methoxy)pyridin-2-yl)piperidine